2-(2-((2-(3H-naphtho[1,2-d]imidazol-2-yl)ethyl)amino)ethyl)-N-((3-chloropyridin-2-yl)methyl)oxazole-4-carboxamide N1=C(NC2=C1C1=CC=CC=C1C=C2)CCNCCC=2OC=C(N2)C(=O)NCC2=NC=CC=C2Cl